CNC=1C=NC=NC1 5-(methylamino)pyrimidin